ClC=1C(=NC(=C(C1)C#N)N1C[C@H](C([C@H](C1)C)F)C)NC=1C=C2C=C(C(N(C2=CC1)CCN1CCOCC1)=O)OCC(=O)NC 2-[[6-[[3-Chloro-5-cyano-6-[(3R,5S)-4-fluoro-3,5-dimethyl-1-piperidinyl]-2-pyridinyl]amino]-1-(2-morpholinoethyl)-2-oxo-3-quinolinyl]oxy]-N-methylacetamide